ClC=1C=C2C(=C3C1NC(NC31CCCCC1)=O)OC(=N2)CNCC2(COC2)F 5-chloro-2-({[(3-fluorooxetan-3-yl)methyl]amino}methyl)-7,8-dihydro-6H-spiro[[1,3]oxazolo[5,4-f]quinazoline-9,1'-cyclohexan]-7-one